COC1(CC2(C1)CCC(CC2)CO)OC 2,2-dimethoxyspiro[3.5]nonane-7-methanol